(NE,R)-N-[1-[2-Ethylsulfanyl-3-methyl-4-oxo-6-(trifluoromethyl)chromen-8-yl]ethylidene]-2-methyl-propane-2-sulfinamide C(C)SC=1OC2=C(C=C(C=C2C(C1C)=O)C(F)(F)F)\C(\C)=N\[S@](=O)C(C)(C)C